S1C(=CC=C1)SCCC=O 3-(THIOPHEN-2-YLSULFANYL)PROPANAL